C(#N)CC1CC(C1)(C1=NN=CN1C)C=1C=C(C=CC1)NC(=O)C1=CC(=C2C(=N1)C=CN2)CN[C@@H](C)C2CCCC2 N-(3-((1s,3R)-3-(cyanomethyl)-1-(4-methyl-4H-1,2,4-triazol-3-yl)cyclobutyl)phenyl)-7-((((S)-1-cyclopentylethyl)amino)methyl)-1H-pyrrolo[3,2-b]pyridine-5-carboxamide